2-[4-[2-[1-(5-ethylpyrimidin-2-yl)-4-piperidyl]ethoxymethyl]-3-fluoro-phenyl]-1-[3-[[[(2S,3R,4R,5R)-2,3,4,5,6-pentahydroxyhexyl]amino]methyl]cyclobutyl]ethanone C(C)C=1C=NC(=NC1)N1CCC(CC1)CCOCC1=C(C=C(C=C1)CC(=O)C1CC(C1)CNC[C@@H]([C@H]([C@@H]([C@@H](CO)O)O)O)O)F